N1CCC(CCC1)N1C(NC2=C1C=CC=C2Br)=O 1-(azepan-4-yl)-4-bromo-2,3-dihydro-1H-1,3-benzodiazol-2-one